(R)-2-(2-Chloro-5-(2-hydroxypropan-2-yl)-8-oxothieno[2',3':4,5]pyrrolo[1,2-d][1,2,4]triazin-7(8H)-yl)-N-(piperidin-3-yl)acetamid ClC1=CC2=C(C=C3N2C(=NN(C3=O)CC(=O)N[C@H]3CNCCC3)C(C)(C)O)S1